(1R,6R,11S,16S)-4-[[4-(trifluoromethoxy)phenyl]methyl]-17-oxa-4,10-diazatetracyclo[8.7.0.01,6.011,16]heptadecan-9-one FC(OC1=CC=C(C=C1)CN1CC[C@]23[C@@H](C1)CCC(N3[C@H]3CCCC[C@@H]3O2)=O)(F)F